NN1CCN(CC1)C 1-amino-4-methylpiperazin